Cl.FC1(CCNCCC1)F 4,4-difluoro-azepane hydrochloride